4-methylpyrazolon CC=1C(N=NC1)=O